FC=1C=C(C=CC1)C=1OC2=C(N1)C=CC(=C2)C(=O)N2CCN(CC2)C2=NC1=CC=CC=C1C(N2)=O 2-[4-[2-(3-Fluorophenyl)-1,3-benzoxazole-6-carbonyl]piperazin-1-yl]-3H-quinazolin-4-one